CN(C(=O)NC=1C=C2C(=CNC2=CC1)C=1CCN(CC1)C(CC)CC)CCC N-methyl-N-propyl-N'-(3-(1-(3-pentyl)-1,2,3,6-tetrahydropyridin-4-yl)-1H-indol-5-yl)urea